3,4,5,6-tetrahydrophthalic anhydride C1(C2=C(C(=O)O1)CCCC2)=O